C(#N)C1=C(N=C2N(C1=O)C=C(C=C2[C@@H](C)NC2=C(C(=O)O)C=CC=C2)C)N2CCC1(COC1)CC2 (R)-2-((1-(3-cyano-7-methyl-4-oxo-2-(2-oxa-7-azaspiro[3.5]nonan-7-yl)-4H-pyrido[1,2-a]pyrimidin-9-yl)ethyl)amino)benzoic acid